(±)-L-Alliin N[C@@H](C[S@](=O)CC=C)C(=O)O |&1:3|